methyl (2R,3R)-2-[(3-amino-2-pyridyl)amino]-3-(tert-butoxycarbonylamino)-3-phenyl-propanoate 2-[(3-nitro-2-pyridyl)amino]-3-phenyl-propanoate [N+](=O)([O-])C=1C(=NC=CC1)NC(C(=O)O)CC1=CC=CC=C1.NC=1C(=NC=CC1)N[C@@H](C(=O)OC)[C@@H](C1=CC=CC=C1)NC(=O)OC(C)(C)C